N-(4-(4-(cyclopropylmethyl)piperazine-1-carbonyl)phenyl)quinoline-8-sulfonamide hemisulfate S(=O)(=O)(O)O.C1(CC1)CN1CCN(CC1)C(=O)C1=CC=C(C=C1)NS(=O)(=O)C=1C=CC=C2C=CC=NC12.C1(CC1)CN1CCN(CC1)C(=O)C1=CC=C(C=C1)NS(=O)(=O)C=1C=CC=C2C=CC=NC12